C(C)OC1(CC(N(CC1)C1=NN(C(=C1)C)C1CC2(CN(C2)C(=O)OC(C)(C)C)C1)(C)C)OCC Tert-butyl 6-(3-(4,4-diethoxy-2,2-dimethylpiperidin-1-yl)-5-methyl-1H-pyrazol-1-yl)-2-azaspiro[3.3]heptane-2-carboxylate